(R)-6-((1-(2-hydroxyethyl)piperidin-3-yl)amino)-3-(1-hydroxynaphthalen-2-yl)-4-methyl-1,2,4-triazine-5(4H)-one OCCN1C[C@@H](CCC1)NC=1C(N(C(=NN1)C1=C(C2=CC=CC=C2C=C1)O)C)=O